CC(CC(C)(C)C)(C)OCCCCCCCCCCC n-undecyl 1,1,3,3-tetramethyl-butyl ether